N1=C(C=CC=C1)CC1NC(OC12CCNCC2)=O 4-(pyridin-2-ylmethyl)-1-oxa-3,8-diazaspiro[4.5]decan-2-one